FC(C1=NN=C(S1)CN1C(=NC2=C1C=C(C=C2)F)N2C[C@H]([C@@H](CC2)F)N)F (3R,4R)-1-(1-((5-(difluoromethyl)-1,3,4-thiadiazol-2-yl)methyl)-6-fluoro-1H-benzo[d]imidazol-2-yl)-4-fluoropiperidin-3-amine